CC1=CN=C(S1)NC(CC1=CC=C(C=C1)NC(=O)C1=NOC=C1)=O N-(4-(2-((5-methylthiazol-2-yl)amino)-2-oxoethyl)phenyl)isoxazole-3-carboxamide